3-(N-(2-(aziridine-1-yl)ethyl)sulfamoyl)-4-chloro-N,N-dipropylbenzamide N1(CC1)CCNS(=O)(=O)C=1C=C(C(=O)N(CCC)CCC)C=CC1Cl